CC1=NOC(=C1C1=CC(=C2C=3N(C(COC31)C3=CC=CC=C3)C(N2)=O)C#N)C 7-(3,5-Dimethylisoxazol-4-yl)-2-oxo-4-phenyl-1,2,4,5-tetrahydroimidazo[1,5,4-de][1,4]benzoxazine-9-carbonitrile